2,2'',6,6''-tetraphenyl-[4,2':6',4''-terpyridin] C1(=CC=CC=C1)C1=NC(=CC(=C1)C1=NC(=CC=C1)C1=CC(=NC(=C1)C1=CC=CC=C1)C1=CC=CC=C1)C1=CC=CC=C1